4-(aminomethyl)pyrrolidin-2-one hydrogen chloride Cl.NCC1CC(NC1)=O